3λ5,13λ5-diphosphatricyclo[14.2.1.06,10]nonadecane-3,13-dione C12CP(CCC3CCCC3CCP(CCC(CC1)C2)=O)=O